ClC1=C2C=C(C(N(C2=CC(=N1)N1CCCC2=CC(=C(C=C12)C(F)F)C=1C(N(C=CC1)C)=O)C)=O)C 5-chloro-7-(7-(difluoromethyl)-6-(1-methyl-2-oxo-1,2-dihydropyridin-3-yl)-3,4-dihydroquinolin-1(2H)-yl)-1,3-dimethyl-1,6-naphthyridin-2(1H)-one